FC=1C(=C(C=CC1)NC1=C2C(=NC(=C1)NC(=O)C1CC1)NN(C2=O)C)OC N-(4-((3-fluoro-2-methoxyphenyl)amino)-2-methyl-3-oxo-2,3-dihydro-1H-pyrazolo[3,4-b]pyridin-6-yl)cyclopropanecarboxamide